3-(4-morpholinophenylamino)thiophen O1CCN(CC1)C1=CC=C(C=C1)NC1=CSC=C1